FC1=CC(=CC=2C=COC21)C=2C(=NC(=CN2)CCCCCOC)N2CCC(CC2)C(=O)O 1-(3-(7-fluorobenzofuran-5-yl)-6-(5-methoxypentyl)pyrazin-2-yl)piperidine-4-carboxylic acid